2-bromo-4-nitro-5-(2H-1,2,3-triazol-2-yl)pyridine tert-butyl-4-(4-[3-[1-(2,6-dioxopiperidin-3-yl)-3-methyl-2-oxo-1,3-benzodiazol-5-yl]propoxy]butyl)piperazine-1-carboxylate C(C)(C)(C)OC(=O)N1CCN(CC1)CCCCOCCCC1=CC2=C(N(C(N2C)=O)C2C(NC(CC2)=O)=O)C=C1.BrC1=NC=C(C(=C1)[N+](=O)[O-])N1N=CC=N1